N'-(4-(3-(benzyloxy)oxetan-3-yl)-2,5-dimethylphenyl)-N-ethyl-N-methylformimidamide C(C1=CC=CC=C1)OC1(COC1)C1=CC(=C(C=C1C)N=CN(C)CC)C